C1(=CC=CC=C1)C1=C(C=CC=C1)C1CCCCC1 phenylcyclohexylbenzene